N-(4-(((R)-1-hydroxy-4-methylpentan-2-yl)amino)-6-((R*)-2-(2,3,4-trifluorophenyl)propyl)-1,3,5-triazin-2-yl)methanesulfonamide OC[C@@H](CC(C)C)NC1=NC(=NC(=N1)C[C@@H](C)C1=C(C(=C(C=C1)F)F)F)NS(=O)(=O)C |o1:15|